[Si](C)(C)(C(C)(C)C)OCCOC=1N=NC=C(C1)Cl 3-(2-((T-Butyldimethylsilyl)oxy)ethoxy)-5-chloropyridazine